N-(4-(2-(4-(4-(2,6-dioxopiperidin-3-yl)phenyl)piperazin-1-yl)ethyl)piperidin-1-yl)-2-fluoro-4-((5-fluoro-4-((4-(2-fluorobenzamido)phenyl)amino)pyrimidin-2-yl)amino)benzamide O=C1NC(CCC1C1=CC=C(C=C1)N1CCN(CC1)CCC1CCN(CC1)NC(C1=C(C=C(C=C1)NC1=NC=C(C(=N1)NC1=CC=C(C=C1)NC(C1=C(C=CC=C1)F)=O)F)F)=O)=O